3-chloro-2-methylbenzoic acid ClC=1C(=C(C(=O)O)C=CC1)C